2-(2,5-dihydrofuran-3-yl)-N-(5-(2-(2,2-dimethylpyrrolidin-1-yl)acetamido)-2-methylpyridin-3-yl)-1H-pyrrolo[2,3-b]pyridine-5-carboxamide O1CC(=CC1)C1=CC=2C(=NC=C(C2)C(=O)NC=2C(=NC=C(C2)NC(CN2C(CCC2)(C)C)=O)C)N1